Threonine Aspartate N[C@@H](CC(=O)O)C(=O)O.N[C@@H]([C@H](O)C)C(=O)O